C(C)OC(C(C)(C)C1=CC=C(C=C1)CCN1CCC(CC1)C1=NC2=C(N1CCOCC)C=CC=C2)=O 2-(4-{2-[4-(1-(2-ethoxyethyl)-1H-benzimidazol-2-yl)-piperidin-1-yl]-ethyl}phenyl)-2-methyl-propionic acid ethyl ester